5-(2-aminoethoxy)-7-bromo-6-chloro-3H-quinazolin-4-one NCCOC1=C2C(NC=NC2=CC(=C1Cl)Br)=O